N,N'-(5-amino-3-iminopyridine-2,6(1H,3H)-diylidene)bis[2-(pyrrolidin-1-yl)pyrazolo[1,5-a]pyridin-3-amine] NC1=CC(C(NC1=NC=1C(=NN2C1C=CC=C2)N2CCCC2)=NC=2C(=NN1C2C=CC=C1)N1CCCC1)=N